octaethylene glycol perfluorobutyl ether FC(C(C(C(F)(F)F)(F)F)(F)F)(F)OCCOCCOCCOCCOCCOCCOCCOCCO